C1C[C@H](N(C1)C(=O)[C@H](CCCN=C(N)N)N)C(=O)N2C[C@@H](C[C@H]2C(=O)NCC(=O)N[C@@H](CC3=CC=CC=C3)C(=O)N[C@@H](CO)C(=O)N[C@@H](CC4=CC=CC=C4)C(=O)N[C@@H](CC5=CC=CC=C5)C(=O)NC(CCCN=C(N)N)C(=O)C(F)(F)F)O Bis(aminomethyl)bicyclo[2.2.1]heptane